(R)-N-(3-(2-((2-fluoro-3-(methylsulfonyl)phenyl)amino)-5-methylpyrimidin-4-yl)-1H-indol-7-yl)-2-(4-methylpiperazin-1-yl)propanamide FC1=C(C=CC=C1S(=O)(=O)C)NC1=NC=C(C(=N1)C1=CNC2=C(C=CC=C12)NC([C@@H](C)N1CCN(CC1)C)=O)C